BrC1=C(C=C(C(=O)[O-])C=C1)COC1=C(C=CC(=C1)CO[Si](C)(C)C(C)(C)C)OC 4-bromo-3-((5-((tert-butyl(dimethyl)silyl)oxymethyl)-2-methoxy-phenoxy)methyl)benzoate